tert-butyl (2R,5S)-2-{5-[2-(trifluoromethoxy)ethoxy]-1,3,4-oxadiazol-2-yl}-5-[2-(trifluoromethyl)quinoline-6-amido]piperidine-1-carboxylate FC(OCCOC1=NN=C(O1)[C@@H]1N(C[C@H](CC1)NC(=O)C=1C=C2C=CC(=NC2=CC1)C(F)(F)F)C(=O)OC(C)(C)C)(F)F